ClC1=C(C=C2C=C(N=CC2=C1)NC(=O)[C@H]1COC(C1)(C)C)N1CCN(CC1)[C@@]1(COC[C@@H]1O)C (R)-N-(7-chloro-6-(4-((3R,4R)-4-hydroxy-3-methyltetrahydrofuran-3-yl)piperazin-1-yl)isoquinolin-3-yl)-5,5-dimethyltetrahydrofuran-3-carboxamide